7-bromo-5-(6-azaspiro[2.5]octane-6-yl)-2,3-dihydro-1H-indene-4-carbonyl chloride BrC1=CC(=C(C=2CCCC12)C(=O)Cl)N1CCC2(CC2)CC1